N-(6-chloro-4-methylpyridazin-3-yl)-N-((2-(trimethylsilyl)ethoxy)methyl)benzo[d]thiazol-2-amine ClC1=CC(=C(N=N1)N(C=1SC2=C(N1)C=CC=C2)COCC[Si](C)(C)C)C